benzyl (6S)-5-azaspiro[2.4]heptane-6-carboxylate C1CC12CN[C@@H](C2)C(=O)OCC2=CC=CC=C2